NC=1C=C(C=CC1)N1C(N(C(C1(C)C)=O)CC1=NC=C(C=C1)C=1OC(=NN1)C(F)F)=O 1-(3-aminophenyl)-3-((5-(5-(difluoromethyl)-1,3,4-oxadiazol-2-yl)pyridin-2-yl)methyl)-5,5-dimethylimidazolidin-2,4-dione